FC1(CN(CC1)C1=NC=CC(=C1N)C1=NC=CC=C1)F 2'-(3,3-difluoropyrrolidin-1-yl)-[2,4'-bipyridin]-3'-amine